C(C)C1=C(OCC(C(=O)NC2CN(CC2C2=CC=CC=C2)C)(C)C)C=CC=C1 3-(2-ethylphenoxy)-2,2-dimethyl-N-(1-methyl-4-phenylpyrrolidin-3-yl)propanamide